FC1=CC=C(C=C1)C=1N=C2C(=NC1)N(C(C(=C2O)C(=O)NC2CCC(CC2)C)=O)CCN2CCOCC2 2-(4-fluorophenyl)-8-hydroxy-N-((1s,4s)-4-methylcyclohexyl)-5-(2-morpholinoethyl)-6-oxo-5,6-dihydropyrido[2,3-b]pyrazine-7-carboxamide